CC1=NNC(=C1C=1N=C(C2=C(N1)C=NC=C2)N)C 2-(3,5-dimethyl-1H-pyrazol-4-yl)pyrido[3,4-d]pyrimidin-4-amine